C(C)(C)(C)OC(=O)N1CC(C(C(C1)O)(C)C)O[Si](C)(C)C(C)(C)C 3-((tert-Butyldimethylsilyl)oxy)-5-hydroxy-4,4-dimethylpiperidine-1-carboxylic acid tert-butyl ester